3,5-dibromobenzyl chloride BrC=1C=C(CCl)C=C(C1)Br